N,2-dimethyl-4-[4-(trifluoromethyl)phenyl]pyrazolo[4,3-b]indole CN1N(CC=2N(C=3C=CC=CC3C21)C2=CC=C(C=C2)C(F)(F)F)C